HEXANE-6-CARBOXAMIDE CCCCCCC(=O)N